T-butyl (S)-3-cyano-5-methyl-6-oxo-5,6,6a,7,9,10-hexahydro-8H-pyrazino[1,2-a]pyrido[3,2-e]pyrazin-8-carboxylate C(#N)C1=CC=2N(C([C@H]3N(C2N=C1)CCN(C3)C(=O)OC(C)(C)C)=O)C